ClC1=C(C=CC=C1)C=1C(OC2=CC(=CC=C2C1C)N1CCN(CC1)C)=O 3-(2-chlorophenyl)-4-methyl-7-(4-methylpiperazin-1-yl)-2H-chromen-2-one